monobenzyl phthalate (monobenzyl phthalate) C(C1=CC=CC=C1)C1=C(C(C(=O)O)=CC=C1)C(=O)O.C(C=1C(C(=O)O)=CC=CC1)(=O)OCC1=CC=CC=C1